(R)-α-phenyl-ethylisocyanate C1(=CC=CC=C1)[C@@H](C)N=C=O